1-(2-(4-hydroxy-1-(4-methoxyphenethyl)-3-methyl-1H-pyrazol-5-yl)oxazol-4-yl)-5-methyl-1H-pyrazolo[3,4-c]pyridine-3-carboxamide OC=1C(=NN(C1C=1OC=C(N1)N1N=C(C=2C1=CN=C(C2)C)C(=O)N)CCC2=CC=C(C=C2)OC)C